2-amino-3-bromo-5-(trifluoromethyl)benzaldehyde NC1=C(C=O)C=C(C=C1Br)C(F)(F)F